5-(5-(4-isopropylphenyl)-1-propionyl-4,5-dihydro-1H-pyrazol-3-yl)-4-methylthieno[2,3-b]pyridin-6(7H)-one C(C)(C)C1=CC=C(C=C1)C1CC(=NN1C(CC)=O)C1=C(C2=C(NC1=O)SC=C2)C